(R)-4-(7-chloro-1-ethyl-1H-pyrazolo[4,3-b]pyridin-5-yl)-3-methylmorpholine ClC1=C2C(=NC(=C1)N1[C@@H](COCC1)C)C=NN2CC